phenyl (5-tert-butyl-2-methyl-2H-pyrazol-3-yl)-carbamate C(C)(C)(C)C=1C=C(N(N1)C)NC(OC1=CC=CC=C1)=O